NC=1C(=C(C=C(C1)C#N)N1C[C@H](N(CC1)C(=O)OC(C)(C)C)C)Cl tert-butyl (R)-4-(3-amino-2-chloro-5-cyanophenyl)-2-methylpiperazine-1-carboxylate